NC1=NC=NN2C1=C(C=C2[C@@H]2CC[C@@H](CC2)O)C2=CC=C(C=C2)NC(=O)C=2C(N(C=CC2)C2=CC=C(C=C2)F)=O N-{4-[4-amino-7-(cis-4-hydroxycyclohexyl)pyrrolo[2,1-f][1,2,4]triazin-5-yl]phenyl}-1-(4-fluorophenyl)-2-oxo-1,2-dihydropyridine-3-carboxamide